ClC1=C(C=2N=C(N=C3C2C(=N1)OCCCN3C3CCC3)S(=O)C)F 5-chloro-11-cyclobutyl-4-fluoro-2-(methylsulfinyl)-8,9,10,11-tetrahydro-7-oxa-1,3,6,11-tetraazacycloocta[de]naphthalene